2-[5-bromo-2-(3-chloro-2-pyridyl)pyrazol-3-yl]-6-iodo-8-methyl-3,1-benzoxazin-4-one BrC=1C=C(N(N1)C1=NC=CC=C1Cl)C1=NC2=C(C(O1)=O)C=C(C=C2C)I